C(#N)C1=C(N(C=2N=C(N=CC21)C)C2=C(C(=CC=C2C)OC)C)NC(OC(C)(C)C)=O tert-butyl (5-cyano-7-(3-methoxy-2,6-dimethylphenyl)-2-methyl-7H-pyrrolo[2,3-d]pyrimidin-6-yl)carbamate